(2S,4S)-2-((difluoromethoxy)methyl)-4-((4-(trifluoromethyl)cyclohexyl)oxy)pyrrolidine FC(OC[C@H]1NC[C@H](C1)OC1CCC(CC1)C(F)(F)F)F